tert-Butyl N-[2-(2-{[4-({2-amino-4-chloro-5H-pyrrolo[3,2-d]pyrimidin-5-yl}methyl)-3-methoxyphenyl]methoxy}ethoxy)ethyl]carbamate NC=1N=C(C2=C(N1)C=CN2CC2=C(C=C(C=C2)COCCOCCNC(OC(C)(C)C)=O)OC)Cl